C(C=C)N1N=C(N=C1C1=C(C=CC(=C1)OC=1C(=C2C=CN(C2=CC1F)COCC[Si](C)(C)C)F)OCOC)C(C)C=1C(=C(C=CC1)CCC(=O)OCC)F ethyl 3-[3-[1-[1-allyl-5-[5-[4,6-difluoro-1-(2-trimethylsilylethoxymethyl) indol-5-yl]oxy-2-(methoxymethoxy)phenyl]-1,2,4-triazol-3-yl]ethyl]-2-fluoro-phenyl]propanoate